NC(C(=O)O)CC=1C(=NOC1C)O α-amino-3-hydroxy-5-methyl-4-isoxazolpropionic acid